N1-(2,5-Difluorophenyl)-6-(3,5-dimethyl-1H-pyrazol-1-yl)pyrimidine-2,4-diamine FC1=C(C=C(C=C1)F)N1C(N=C(C=C1N1N=C(C=C1C)C)N)N